COC(\C=C\CC[C@@H](C(=O)NC=1C(N(C=CC1)CC(=O)NC1C2CC3CC(CC1C3)C2)=O)NC(=O)C=2NC3=CC=C(C(=C3C2)F)F)=O (S,E)-Methyl-6-(4,5-difluoro-1H-indole-2-carboxamido)-7-(1-(2-(2-adamantylamino)-2-oxoethyl)-2-oxo-1,2-dihydropyridin-3-ylamino)-7-oxohept-2-enoat